FC1=C(C=C(C=C1)C=1C=C2C(=CC=NC2=CC1)NC)NC(C=C)=O N-{2-fluoro-5-[4-(methylamino)quinolin-6-yl]phenyl}prop-2-enamide